5-amino-2-(4-amino-5-{3-fluoro-4-[(4-methylpyrimidin-2-yl)oxy]phenyl}-7-methyl-5H-pyrrolo[3,2-d]pyrimidin-6-yl)benzonitrile NC=1C=CC(=C(C#N)C1)C1=C(C=2N=CN=C(C2N1C1=CC(=C(C=C1)OC1=NC=CC(=N1)C)F)N)C